O1COC=2C=CC3=C(N=C(S3)N3C(N[C@@H]4[C@H]3C[C@@H](OC4)CF)=O)C21 (3aR,6R,7aR)-1-(2H-[1,3]dioxolo[4,5-e][1,3]benzothiazole-7-yl)-6-(fluoromethyl)hexahydropyrano[3,4-d]Imidazole-2(3H)-on